C(CCC)C=CC1=CC=CC=C1 ButylStyrene